3-(((2s,3r)-3-ethyl-4,4-dimethyl-5-oxopyrrolidin-2-yl)methoxy)-5-methoxythieno[3,2-b]pyridine-6-carboxamide C(C)[C@H]1[C@H](NC(C1(C)C)=O)COC1=CSC=2C1=NC(=C(C2)C(=O)N)OC